4,6-di-tert-butyl-m-phenylenediamine C(C)(C)(C)C1=C(C=C(C(=C1)C(C)(C)C)N)N